C1(=CC=CC=C1)OC(=O)N1CCN(CC1)[C@H](CC)C1=CC=C(C=C1)[C@H](C)NC=1N=CC2=C(N1)N(C(C=C2)=O)C(C)C 4-[(1R)-1-{4-[(1S)-1-{[7-oxo-8-(prop-2-yl)-7,8-dihydropyrido[2,3-d]pyrimidin-2-yl]amino}ethyl]phenyl}propyl]piperazine-1-carboxylic acid phenyl ester